1-[5-isobutyl-2-(2H-tetrazol-5-yl)phenyl]-4-[(4-methyl-1,2,4-triazol-3-yl)methyl]piperazine C(C(C)C)C=1C=CC(=C(C1)N1CCN(CC1)CC1=NN=CN1C)C=1N=NNN1